OC[C@H](C1=CC=CC=C1)NC1=CC(=NC=C1C1=NC2(CO1)CCOCC2)NC=2N=CC1=C(N2)C(OB1O)(C)C (S)-5-((4-((2-hydroxy-1-phenylethyl)amino)-5-(3,8-dioxa-1-azaspiro[4.5]dec-1-en-2-yl)pyridin-2-yl)amino)-3,3-dimethyl-[1,2]oxaborolo[4,3-d]pyrimidin-1(3H)-ol